OC[C@H]1O[C@H]([C@@H]([C@H]([C@@H]1O)O)O)OC1=C(C=CC=C1)CO (2R,3S,4S,5R,6S)-2-(Hydroxymethyl)-6-[2-(hydroxymethyl)phenoxy]oxane-3,4,5-triol